C[C@]12CC[C@H]3[C@H]([C@@H]1C[C@@H](C2)O)CCC4=C3C=CC(=C4)OC The molecule is a 16beta-hydroxy steroid that is estra-1,3,5(10)-trien-16beta-ol substituted by a methoxy group at position 3. It derives from a hydride of an estrane.